CC(C)=C1CC=CC=C1 1-(methylethylidene)benzene